1-(4-methoxyphenyl)-3-[(6-methyl-1H-benzimidazol-2-yl)sulfanyl]prop-2-en COC1=CC=C(C=C1)CC=CSC1=NC2=C(N1)C=C(C=C2)C